2-(dibenzo[b,d]furan-3-yl)-3-((trimethylsilyl)ethynyl)pyridine C1=CC(=CC=2OC3=C(C21)C=CC=C3)C3=NC=CC=C3C#C[Si](C)(C)C